(4S)-N,N,3-trimethyl-6-azaspiro[3.4]octan-3-amine CN(C1(CC[C@]12CNCC2)C)C